C[Si](O[Si](O[Si](O[Si](C1=CC=CC=C1)(C)C)(C1=CC=CC=C1)C1=CC=CC=C1)(C1=CC=CC=C1)C1=CC=CC=C1)(C1=CC=CC=C1)C 1,1,7,7-Tetramethyl-1,3,3,5,5,7-hexaphenyltetrasiloxan